4-{3-fluoro-4-[(1-hydroxycyclopropyl)methoxy]-5-methylphenyl}-3-methyl-4-oxobutanoate FC=1C=C(C=C(C1OCC1(CC1)O)C)C(C(CC(=O)[O-])C)=O